4,5-dihydrothiazolecarboxylic acid S1C(=NCC1)C(=O)O